C(C)(C)(C)OC(=O)N1CCC(CC1)CN1C(C(NCC1)=O)=O 4-((2,3-dioxopiperazin-1-yl)methyl)piperidine-1-carboxylic acid tert-butyl ester